CC=1N(N=C2C(=NN=C(C21)C)N2CCC(CC2)C(=O)NCCCCCCN(C)C)C2=CC=C(C=C2)C 1-(3,4-dimethyl-2-(p-tolyl)-2H-pyrazolo[3,4-d]pyridazin-7-yl)-N-(6-(dimethylamino)hexyl)piperidine-4-carboxamide